BrC1=CC(=C(C=C1)C1(OCC(CC1)CC)O)F 2-(4-bromo-2-fluorophenyl)-5-ethyltetrahydro-2H-pyran-2-ol